5-chloro-2H-benzo[b][1,4]oxazin-3(4H)-one ClC1=CC=CC=2OCC(NC21)=O